FC1=C(C(=C(C(=C1F)CO)F)F)S(=O)(=O)N 2,3,5,6-tetrafluoro-4-(hydroxymethyl)benzenesulfonamide